(1R,3R)-2-(2,2-difluoroethyl)-3-methyl-2,3,4,9-tetrahydro-1H-pyrido[3,4-b]indol FC(CN1CC=2NC3=CC=CC=C3C2C[C@H]1C)F